(1S)-6-chloro-2-(4-methylpyrimidin-2-yl)-1-{[(3S)-oxan-3-yl]methyl}-2,3,4,9-tetrahydro-1H-pyrido[3,4-b]indole ClC=1C=C2C3=C(NC2=CC1)[C@@H](N(CC3)C3=NC=CC(=N3)C)C[C@H]3COCCC3